Tert-butyl N-[2-[[2-(2,6-dioxo-3-piperidyl)-1,3-dioxo-isoindolin-5-yl]amino]spiro[3.5]nonan-7-yl]-N-methyl-carbamate O=C1NC(CCC1N1C(C2=CC=C(C=C2C1=O)NC1CC2(C1)CCC(CC2)N(C(OC(C)(C)C)=O)C)=O)=O